(S)-N-(4-((4-(4-(3-aminopyrrolidin-1-yl)-6-methylpyrimidin-2-yl)piperazin-1-yl)sulfonyl)phenyl)-2-(N-methylmethylsulfonamido)benzamide N[C@@H]1CN(CC1)C1=NC(=NC(=C1)C)N1CCN(CC1)S(=O)(=O)C1=CC=C(C=C1)NC(C1=C(C=CC=C1)N(S(=O)(=O)C)C)=O